ClC=1C(=NC(=NC1)NC1=CC=CC=C1)NC1=CC(=CC=C1)F 5-chloro-N4-(3-fluorophenyl)-N2-phenylpyrimidine-2,4-diamine